5-((2-(4-aminobutoxy)ethyl)amino)benzo[c][2,6]naphthyridine-8-carboxamide NCCCCOCCNC1=NC2=C(C3=CN=CC=C13)C=CC(=C2)C(=O)N